3-((S)-3-((R)-8-(6,7-dihydro-5H-cyclopenta[b]pyridin-3-ylsulfonyl)-1-oxa-8-azaspiro[4.5]decan-3-ylamino)-2-hydroxypropoxy)-N-methylbenzenesulfonamide N1=C2C(=CC(=C1)S(=O)(=O)N1CCC3(C[C@H](CO3)NC[C@@H](COC=3C=C(C=CC3)S(=O)(=O)NC)O)CC1)CCC2